(1R,3S)-3-{5-[5-(3-ethynyl-2-formylphenyl)-2-methylpyrazole-3-amido]-2H-pyrazol-3-yl}cyclopentyl N-isopropylcarbamate C(C)(C)NC(O[C@H]1C[C@H](CC1)C=1NN=C(C1)NC(=O)C=1N(N=C(C1)C1=C(C(=CC=C1)C#C)C=O)C)=O